BrC1=CC=2N(C=C1)C=CN2 7-Bromoimidazo[1,2-A]pyridine